tert-butyl (3R,4S)-4-((4-(3-(2,6-bis(benzyloxy)pyridin-3-yl)-1-methyl-1H-indazol-6-yl)piperidin-1-yl)methyl)-3-fluoropiperidine-1-carboxylate C(C1=CC=CC=C1)OC1=NC(=CC=C1C1=NN(C2=CC(=CC=C12)C1CCN(CC1)C[C@H]1[C@H](CN(CC1)C(=O)OC(C)(C)C)F)C)OCC1=CC=CC=C1